C1(CC1)C1=NC=C(C=N1)B(O)O 2-CYCLOPROPYLPYRIMIDIN-5-YLBORONIC ACID